CNC(=O)C1OCCC1 N-methyl-tetrahydrofuran-2-carboxamide